1'-[2-(4-difluoromethanesulfonyl-phenoxy)ethyl]-1,2-dihydrospiro[indole-3,4'-piperidin]-2-one FC(S(=O)(=O)C1=CC=C(OCCN2CCC3(CC2)C(NC2=CC=CC=C23)=O)C=C1)F